C(CCCCCCC\C=C/CCCCCCCC)(=O)O.[Mn] manganese oleic acid